dimethylsilyl-bis(trimethylcyclopentadienyl)zirconium diiodide [I-].[I-].C[SiH](C)[Zr+2](C1(C(=C(C=C1)C)C)C)C1(C(=C(C=C1)C)C)C